1-(3-bromopropoxy)-3-chloro-benzene BrCCCOC1=CC(=CC=C1)Cl